ClC=1C(=C(C(=C(C1)NC(OC(C)(C)C)=O)F)S(N(C)C)(=O)=O)C tert-butyl (5-chloro-3-(N,N-dimethylsulfamoyl)-2-fluoro-4-methylphenyl)carbamate